CC1([C@@H]2CC[C@@H]([C@H]1C2)CNC(C=C)=O)C N-(((1R,2S,5R)-6,6-dimethylbicyclo[3.1.1]hept-2-yl)methyl)acrylamide